CO[Si](CCCNC(C(C)O)=O)(OC)OC N-(3-trimethoxysilylpropyl)-2-hydroxypropionamide